2-methyl-5-(2-((2R,5S)-5-methyl-2-(2-(1-methylpiperidin-4-yl)benzo[d]thiazol-5-yl)piperidin-1-yl)-2-oxoacetamido)nicotinamide CC1=C(C(=O)N)C=C(C=N1)NC(C(=O)N1[C@H](CC[C@@H](C1)C)C=1C=CC2=C(N=C(S2)C2CCN(CC2)C)C1)=O